C1(CC1)C=1C(=NC(=NC1)NC=1C(=NN(C1)CCCN1CCOCC1)C)NCCCN1C(COCCC1)=O 4-(3-((5-cyclopropyl-2-((3-methyl-1-(3-morpholinopropyl)-1H-pyrazol-4-yl)amino)pyrimidin-4-yl)amino)propyl)-1,4-oxazepan-3-one